5-(4-((2,5-dimethyl-3-oxo-4H-quinoxalin-6-yl)methyl)piperazin-1-yl)-N-(methyl-d3)pyridine-2-carboxamide CC1=NC2=CC=C(C(=C2NC1=O)C)CN1CCN(CC1)C=1C=CC(=NC1)C(=O)NC([2H])([2H])[2H]